(S)-N-(4-fluoro-2-isopropoxyphenyl)-6-(3-methylpiperazin-1-yl)pyrido[3,2-d]pyrimidin-4-amine FC1=CC(=C(C=C1)NC=1C2=C(N=CN1)C=CC(=N2)N2C[C@@H](NCC2)C)OC(C)C